R-5-fluoro-N4-(1-methylpyrrolidin-3-yl)-N3-(quinoxalin-6-ylmethyl)pyridine-3,4-diamine FC=1C(=C(C=NC1)NCC=1C=C2N=CC=NC2=CC1)N[C@H]1CN(CC1)C